[5-[3-Chloro-6-fluoro-2-[2-[6-(trifluoromethyl)-3-pyridinyl] ethyl] phenyl]-1,3-dimethyl-6-oxo-pyridazin-4-yl] 2-methylpropionate CC(C(=O)OC=1C(=NN(C(C1C1=C(C(=CC=C1F)Cl)CCC=1C=NC(=CC1)C(F)(F)F)=O)C)C)C